(4-bromo-2,6-difluoro-phenyl)-2,6-diazaspiro[3.3]Heptane-2-carboxylic acid tert-butyl ester C(C)(C)(C)OC(=O)N1C(C2(C1)CNC2)C2=C(C=C(C=C2F)Br)F